N=1C=NN2C1C=C(C=C2)OC2=C(C=C(C=C2)NC=2C=1N(N=CC2C#N)C=CC1C1CNC1)C 4-((4-([1,2,4]triazolo[1,5-a]pyridin-7-yloxy)-3-methylphenyl)amino)-5-(azetidin-3-yl)pyrrolo[1,2-b]pyridazine-3-carbonitrile